C1(CC1)/C(=N\NC(N)=S)/C1=NC=CC=C1 (E)-2-(cyclopropyl-(pyridin-2-yl)methylene)hydrazine-1-carbothioamide